3-(4-oxo-4-(4-(4-(quinoxalin-2-yl)-1H-pyrazol-1-yl)piperidin-1-yl)butyl)cyclohexan-1-one O=C(CCCC1CC(CCC1)=O)N1CCC(CC1)N1N=CC(=C1)C1=NC2=CC=CC=C2N=C1